5-ethynyl-6-fluoro-4-(8-fluoro-2-(((2R,7aS)-2-fluorotetrahydro-1H-pyrrolizin-7a(5H)-yl)methoxy)-4-(1,4-oxazepan-4-yl)pyrido[4,3-d]pyrimidin-7-yl)naphthalen-2-yl pivalate C(C(C)(C)C)(=O)OC1=CC2=CC=C(C(=C2C(=C1)C1=C(C=2N=C(N=C(C2C=N1)N1CCOCCC1)OC[C@]12CCCN2C[C@@H](C1)F)F)C#C)F